FC1=NC=CC(=C1F)CN1C(=CC(=C1)OC([2H])([2H])[2H])C(=O)O 1-((2,3-difluoropyridin-4-yl)methyl)-4-(methoxy-d3)-1H-pyrrole-2-carboxylic acid